C(#N)N1C[C@H](CC1)CNC(=O)C=1N=C2N(C=C(C=C2)C=2C=NNC2)C1 (R)-N-((1-Cyanopyrrolidin-3-yl)methyl)-6-(1H-pyrazol-4-yl)imidazo[1,2-a]pyridin-2-carboxamid